N1C=C(C2=CC=CC=C12)C1N(CCN(C1)N1CCN(CC1)C)C(=O)N (1H-indol-3-yl)-4-(4-methylpiperazin-1-yl)piperazine-1-carboxamide